tert-butyl 4-((6-bromo-2-fluoro-3-(2,2,2-trifluoroacetamido)phenyl)(hydroxy)methyl)piperidine-1-carboxylate BrC1=CC=C(C(=C1C(C1CCN(CC1)C(=O)OC(C)(C)C)O)F)NC(C(F)(F)F)=O